[Ni].C1=CC=CCCCC1.C1=CC=CCCCC1 bis(cyclooctadiene) nickel (0)